OC(CN1CC(C(C1)C)COC1=CC=C(C=C1)S(=O)(=O)C)C=1C=C(C#N)C=CC1 3-(1-hydroxy-2-{3-[(4-methylsulfonylphenoxy)methyl]-4-methylpyrrolidin-1-yl}ethyl)benzonitrile